7-[5-CHLORO-4-(DIFLUOROMETHOXY)-2-PYRAZOL-1-YLPHENYL]-N-[(2,4-DIMETHOXYPHENYL)METHYL]CINNOLIN-4-AMINE ClC=1C(=CC(=C(C1)C1=CC=C2C(=CN=NC2=C1)NCC1=C(C=C(C=C1)OC)OC)N1N=CC=C1)OC(F)F